C[Zr](N)C dimethyl-aminozirconium